C(CCCC)OC=1C(=CC=2C3=CC(=C(C=C3C3=CC(=C(C=C3C2C1)OCCCCC)CO)OCCCCC)OCCCCC)CO 3,6,10,11-tetra(n-pentyloxy)triphenylene-2,7-dimethanol